2-isopropyl-3-methyl-1-pentene C(C)(C)C(=C)C(CC)C